N-(4-(ethylsulfonyl)benzyl)-1-((4-methyl-6-(trifluoromethyl)pyrimidin-2-yl)methyl)-2-(trifluoromethyl)-1H-benzo[d]imidazole-5-carboxamide C(C)S(=O)(=O)C1=CC=C(CNC(=O)C2=CC3=C(N(C(=N3)C(F)(F)F)CC3=NC(=CC(=N3)C)C(F)(F)F)C=C2)C=C1